(R)-3-((5-(3-aminopiperidin-1-yl)-2-(naphthalen-1-yl)pyridin-4-yl)methyl)imidazo[1,2-a]pyrazin-8-amine bis(2,2,2-trifluoroacetate) FC(C(=O)O)(F)F.FC(C(=O)O)(F)F.N[C@H]1CN(CCC1)C=1C(=CC(=NC1)C1=CC=CC2=CC=CC=C12)CC1=CN=C2N1C=CN=C2N